[2H]C1(CCN(C2=C(C=CC=C12)OC)C(=O)OC(C)(C)C)N1C(N(C2=NC(=NC=C2C1)NC=1C=NN(C1)CCO)C)=O tert-butyl 4-deuterio-4-[7-[[1-(2-hydroxyethyl)pyrazol-4-yl]amino]-1-methyl-2-oxo-4H-pyrimido[4,5-d]pyrimidin-3-yl]-8-methoxy-2,3-dihydroquinoline-1-carboxylate